(R)-4-(3-(3-cyclopropyl-1,2,4-thiadiazol-5-yl)-8-methyl-5,6,7,8-tetrahydro-[1,2,4]triazolo[4,3-a]pyrazine-7-carbonyl)benzonitrile C1(CC1)C1=NSC(=N1)C1=NN=C2N1CCN([C@@H]2C)C(=O)C2=CC=C(C#N)C=C2